C1(CC1)C=1C=C(C=CC1NC1=NC=C(C(=N1)[Sn](C)(C)C)C(F)(F)F)N1[C@@H]2CN([C@H](C1)C2)C(C(F)(F)F)=O 1-((1S,4S)-5-(3-cyclopropyl-4-((5-(trifluoromethyl)-4-(trimethylstannyl)pyrimidin-2-yl)amino)phenyl)-2,5-diazabicyclo[2.2.1]heptan-2-yl)-2,2,2-trifluoroethan-1-one